6-(2,6-difluoro-4-(6-fluoro-2-methyl-2H-indazol-4-yl)benzyl)-6,7-dihydro-5H-pyrrolo[3,4-b]pyridin-5-one-7,7-d2 FC1=C(CN2C(C3=NC=CC=C3C2=O)([2H])[2H])C(=CC(=C1)C=1C2=CN(N=C2C=C(C1)F)C)F